5-amino-1-[[2-(trimethylsilyl)ethoxy]methyl]-1H-pyrrolo[2,3-b]pyridin-6-ol hydrogen chloride salt Cl.NC=1C=C2C(=NC1O)N(C=C2)COCC[Si](C)(C)C